[Si](C)(C)(C(C)(C)C)O[C@@H]1C[C@H](N(C1)C(C(C(C)C)C1=CC(=NO1)OC)=O)C(=O)OC (2S,4R)-methyl 4-((tert-butyldimethylsilyl)oxy)-1-(2-(3-methoxyisoxazol-5-yl)-3-methylbutanoyl)pyrrolidine-2-carboxylate